2-(ethyl-methyl-amino)-acetamide C(C)N(CC(=O)N)C